2-chloro-9-(4-hydroxybicyclo[2.2.1]heptan-1-yl)-7,9-dihydro-8H-purine-8-thione ClC1=NC=C2NC(N(C2=N1)C12CCC(CC1)(C2)O)=S